ClC=1C=NC=C(C1[C@@H](C)OC=1C=C2C(=NNC2=CC1)C=1C=NC(=NC1)N1CC2(C1)CCN(CC2)C(=O)OCC)Cl ethyl 2-[5-[5-[(1R)-1-(3,5-dichloro-4-pyridyl)ethoxy]-1H-indazol-3-yl]pyrimidin-2-yl]-2,7-diazaspiro[3.5]nonane-7-carboxylate